CN(CC(=O)O)CC(=O)O.C(C)OB1OO1 epoxyethylboronic acid methyliminodiacetate